CN1CC(C1)NC(O[C@@H]1CC[C@H](CC1)C(N(C[C@@H]1CC[C@H](CC1)C1=CC(=C(C=C1)OC)C)C1=CC(=CC=C1)C=1C=NN(C1)C1CC1)=O)=O trans-4-((3-(1-Cyclopropyl-1H-pyrazol-4-yl)phenyl)((trans-4-(4-methoxy-3-methylphenyl)cyclohexyl)methyl)carbamoyl)cyclohexyl (1-methyl azetidin-3-yl)carbamate